2-([1,1'-biphenyl]-4-yl)-4-(3''-bromo-[1,1':4',1''-terphenyl]-4-yl)-6-phenyl-1,3,5-triazine C1(=CC=C(C=C1)C1=NC(=NC(=N1)C1=CC=C(C=C1)C1=CC=C(C=C1)C1=CC(=CC=C1)Br)C1=CC=CC=C1)C1=CC=CC=C1